(Z)-3-propenyl-7-methoxyphthalide C(=C/C)/C1OC(=O)C2=C(C=CC=C12)OC